O=[SH2]1CCC1 1-oxo-1λ6-thietan